CC1(OC2=C(C1)C(=CC=C2)C2=CC=C(OC1=CC=CC=C1)C=C2)C 4-[4-(2,2-dimethyl-2,3-dihydro-benzofuran-4-yl)-phenoxy]-benzene